N-(2,6-difluoro-3-(5-(2-(4-(2-hydroxyethyl)piperazin-1-yl)pyrimidin-5-yl)-1H-pyrrolo[2,3-b]pyridine-3-carbonyl)phenyl)propane-1-sulfonamide FC1=C(C(=CC=C1C(=O)C1=CNC2=NC=C(C=C21)C=2C=NC(=NC2)N2CCN(CC2)CCO)F)NS(=O)(=O)CCC